C(C)N1N=C(C=C1N)C1=CC(=NO1)C 1-ethyl-3-(3-methylisoxazol-5-yl)-1H-pyrazol-5-amine